3-bromo-1-chloro-6-fluorodibenzo[b,d]furan BrC=1C=C(C2=C(OC3=C2C=CC=C3F)C1)Cl